C1(=CC=CC=C1)[C@H]1NCC[C@H](C1)C(F)(F)F |r| rac-(2S,4R)-2-phenyl-4-(trifluoromethyl)piperidine